Methyl 3-(4-(3-(2-amino-2-oxoethyl)benzo[b]thiophen-2-yl)thiophen-2-yl)-3-oxopropanoate NC(CC=1C2=C(SC1C=1C=C(SC1)C(CC(=O)OC)=O)C=CC=C2)=O